methyl 4-(3-fluoro-4-methylbenzyl)-8-hydroxy-3-methyl-5-oxo-5,6-dihydro-4H-thieno[3,2-b]azepine-7-carboxylate FC=1C=C(CN2C3=C(C(=C(CC2=O)C(=O)OC)O)SC=C3C)C=CC1C